C(C)(C)(C)N1N=C(C=C1NC1=CC(=NC=C1)OC(CC[C@H](C)NC(OC(C)(C)C)=O)([2H])[2H])[C@@H]1C[C@@H](CC1)O[Si](C)(C)C(C)(C)C tert-butyl ((S)-5-((4-((1-(tert-butyl)-3-((1S,3R)-3-((tert-butyldimethylsilyl)oxy)cyclopentyl)-1H-pyrazol-5-yl)amino)pyridin-2-yl)oxy)pentan-2-yl-5,5-d2)carbamate